NC1=NC=C(C2=C1C=NN2)NC(C(=O)N(C)[C@H](C)C2=C(C=C(C=C2)C(F)(F)F)Cl)=O (R)-N1-(4-amino-1H-pyrazolo[4,3-c]pyridin-7-yl)-N2-(1-(2-chloro-4-(trifluoromethyl)phenyl)ethyl)-N2-methyloxalamide